[N+](=O)([O-])C=1C=CC(=C(C(=O)OC)C1)N1N=C(C=C1)CC(F)(F)F Methyl 5-nitro-2-[3-(2,2,2-trifluoroethyl)-1H-pyrazol-1-yl]benzoate